N[C@@H]1C2=CC=CC=C2CC12CCN(CC2)C=2NC(C1=C(N2)NN=C1C1(CC1)C1=C(C(=NC=C1)N)F)=O (S)-6-(1-amino-1,3-dihydrospiro[indene-2,4'-piperidine]-1'-yl)-3-(1-(2-amino-3-fluoropyridin-4-yl)cyclopropyl)-1,5-dihydro-4H-pyrazolo[3,4-d]pyrimidin-4-one